C(N)(O[C@@H]1[C@@H](CCC2=CC=C(C=C12)Cl)OC(N)=O)=O (1S,2R)-7-chloro-1,2,3,4-tetrahydronaphthalen-1,2-diyl dicarbamate